2,6-dimethyl-4-(3-methyl-2-oxo-1,3-benzoxazol-6-yl)piperazine-1-carboxylic acid tert-butyl ester C(C)(C)(C)OC(=O)N1C(CN(CC1C)C1=CC2=C(N(C(O2)=O)C)C=C1)C